(R)-1-Boc-2-ethylpiperazine C(=O)(OC(C)(C)C)N1[C@@H](CNCC1)CC